OC1=CC=C2CN(C(C2=C1)=O)C12C(NC(C(C1)C2)=O)=O 1-(6-hydroxy-1-oxoisoindolin-2-yl)-3-azabicyclo[3.1.1]heptane-2,4-dione